3-Hydroxy-4-[2-[[(3R,5S)-5-hydroxy-1-methyl-3-piperidyl]amino]oxazolo[4,5-b]pyrazin-5-yl]-5-methyl-benzonitrile OC=1C=C(C#N)C=C(C1C1=CN=C2C(=N1)N=C(O2)N[C@H]2CN(C[C@H](C2)O)C)C